5-hydroxy-2(5H)-furanone OC1C=CC(O1)=O